COS(=O)(=O)OC.C(C=C)(=O)OCCN(C)C 2-(dimethyl-amino)ethyl acrylate dimethylsulphate